bis[4-(Dimethylamino)phenyl]methanaminium chlorid [Cl-].CN(C1=CC=C(C=C1)C([NH3+])C1=CC=C(C=C1)N(C)C)C